2,6-dimethyloct-3,5,7-trien-2-ol CC(C)(C=CC=C(C=C)C)O